2,2'-dihydroxy-4-methoxy-4'-tert-butoxybenzophenone OC1=C(C(=O)C2=C(C=C(C=C2)OC(C)(C)C)O)C=CC(=C1)OC